(2S,4S)-6-chloro-N-{(1RS,2SR,4RS,5SR)-5-[2-(4-chloro-3-fluorophenoxy)acetamido]-7-oxabicyclo[2.2.1]heptan-2-yl}-4-hydroxy-3,4-dihydro-2H-1-benzopyran-2-carboxamide ClC=1C=CC2=C([C@H](C[C@H](O2)C(=O)N[C@@H]2[C@H]3C[C@@H]([C@@H](C2)O3)NC(COC3=CC(=C(C=C3)Cl)F)=O)O)C1 |&1:13,14,16,17|